(1R,3R,4R)-N-(6-((S)-1-cyanospiro[2.2]pentan-1-yl)isoquinolin-3-yl)-3-fluoro-4-hydroxycyclopentane-1-carboxamide C(#N)[C@]1(CC12CC2)C=2C=C1C=C(N=CC1=CC2)NC(=O)[C@H]2C[C@H]([C@@H](C2)O)F